NC1=C(N=C2C(=N1)NC=C2)C(=O)NCC2=[N+](C1=C(N2CC)C=C(C=C1)C1CCN(CC1)C(=O)OC(C)(C)C)CC 2-[({3-amino-5H-pyrrolo[2,3-b]pyrazin-2-yl}formamido)methyl]-6-(1-[(tert-butoxy)carbonyl]piperidin-4-yl)-1,3-diethyl-1H-1,3-benzodiazol-3-ium